COC(=O)C1=C(N=C(S1)C1=CC2=C(S1)C(=CC(=C2)OC(C)C)C#N)CCO[Si](C)(C)C(C)(C)C ((Tert-Butyldimethylsilanyloxy)ethyl)-2-(7-cyano-5-isopropoxybenzo[b]thiophen-2-yl)thiazole-5-carboxylic acid methyl ester